tert-Butyl 4-[[4-(3-bromopropyl)-2-[(1-tert-butoxycarbonyl-4-piperidyl)methoxy]phenoxy]methyl]piperidine-1-carboxylate BrCCCC1=CC(=C(OCC2CCN(CC2)C(=O)OC(C)(C)C)C=C1)OCC1CCN(CC1)C(=O)OC(C)(C)C